2-(N-methylmethylsulfonamido)benzamide trihydrochloride Cl.Cl.Cl.CN(S(=O)(=O)C)C1=C(C(=O)N)C=CC=C1